potassium (2-(benzyloxy)cyclopropyl)trifluoroborate C(C1=CC=CC=C1)OC1C(C1)[B-](F)(F)F.[K+]